N-(1-cyanocyclopropyl)-3-(5-(difluoromethyl)-1,3,4-thiadiazol-2-yl)-8-(4-methoxypiperidin-1-yl)imidazo[1,5-a]pyridine-6-sulfonamide C(#N)C1(CC1)NS(=O)(=O)C=1C=C(C=2N(C1)C(=NC2)C=2SC(=NN2)C(F)F)N2CCC(CC2)OC